2-(((2S,4a'R,7'R,8'S,8a'R)-2',2'-dimethyl-8'-(4-(3,4,5-trifluorophenyl)-1H-1,2,3-triazol-1-yl)hexahydro-3H,4'H-spiro[furan-2,6'-pyrano[3,2-d][1,3]dioxin]-7'-yl)oxy)acetic acid CC1(OC[C@@H]2[C@H](O1)[C@@H]([C@H]([C@]1(O2)OCCC1)OCC(=O)O)N1N=NC(=C1)C1=CC(=C(C(=C1)F)F)F)C